O(C)[SiH](OC)OC.[SiH4] silane compound with trimethoxylsilane